Cyclohexyl (2S,3S)-2-hydroxy-3-benzamido-3-phenylpropionate O[C@H](C(=O)OC1CCCCC1)[C@H](C1=CC=CC=C1)NC(C1=CC=CC=C1)=O